N-(9-fluorenylmethoxycarbonyl)-O-tert-butyl-L-serine C1=CC=CC=2C3=CC=CC=C3C(C12)COC(=O)N[C@@H](COC(C)(C)C)C(=O)O